4-(bis(1H-pyrrolo[2,3-b]pyridin-3-yl)methyl)phenol N1C=C(C=2C1=NC=CC2)C(C2=CC=C(C=C2)O)C2=CNC1=NC=CC=C12